(S)-8-(6-amino-5-((8-chloro-4,4-difluoro-1,2,3,4-tetrahydroquinolin-5-yl)thio)pyrazin-2-yl)-2-oxo-8-azaspiro[4.5]decan-4-amine NC1=C(N=CC(=N1)N1CCC2([C@H](CC(C2)=O)N)CC1)SC1=C2C(CCNC2=C(C=C1)Cl)(F)F